[Si](C)(C)(C(C)(C)C)O[C@H](CN1CCC2=C1N=NC(=C2)C2=C(C=C(C=C2C)C(F)(F)F)OCOC)C 7-[(2S)-2-{[tert-butyl(dimethyl)silyl]oxy}propyl]-3-[2-(methoxymethoxy)-6-methyl-4-(trifluoromethyl)phenyl]-6,7-dihydro-5H-pyrrolo[2,3-c]pyridazine